ClC=1C=C2C=CN=CC2=C(C1)C=CC(C)(S(=O)N)C ((6-chloroisoquinoline-8-yl)methylene)-2-methylpropan-2-sulfinamide